C(C)C(CC)(C(C(C(C(CC)CC)=O)C)=O)C 3,7-diethyl-3,5-dimethyl-nonane-4,6-dione